C(=O)(OC(C)(C)C)NC1C2CNCC12 6-(Boc-amino)-3-azabicyclo[3.1.0]hexane